Cl.C1(=CC=CC=C1)N1C2=C(SCC1)C=CC(=C2)N 4-phenyl-3,4-dihydro-2H-benzo[b][1,4]Thiazine-6-amine hydrochloride